NC=1C=CC2=C(CN(C[C@H](O2)CC)CC2=CC(=CC=3C=CSC32)[C@@H](CC(=O)OCC)C=3C(=C2C(=NC3)N(N=N2)C)C)N1 ethyl (3R)-3-(7-{[(2R)-7-amino-2-ethyl-2,3-dihydropyrido[2,3-f][1,4]oxazepin-4(5H)-yl]methyl}-1-benzothiophen-5-yl)-3-(3,7-dimethyl-3H-[1,2,3]triazolo[4,5-b]pyridin-6-yl)propanoate